C(C)(C)(C)NC(O[C@H]1C[C@H](CC1)C1=CC(=NN1)NC(CC1=NC=CC(=C1)C(F)F)=O)=O (1R,3S)-3-[3-({[4-(di-fluoro-methyl)pyridin-2-yl]acetyl}amino)-1H-pyrazol-5-yl]cyclopentyl tert-butylcarbamate